3-[4-[(7S)-3-carbamoyl-2-(4-phenoxyphenyl)-4,5,6,7-tetrahydropyrazolo[1,5-a]pyrimidin-7-yl]-1-piperidyl]azetidine-1-carboxylate C(N)(=O)C=1C(=NN2C1NCC[C@H]2C2CCN(CC2)C2CN(C2)C(=O)[O-])C2=CC=C(C=C2)OC2=CC=CC=C2